((2-bromo-3-fluorobenzyl)oxy)-(tert-butyl)dimethylsilane BrC1=C(CO[Si](C)(C)C(C)(C)C)C=CC=C1F